BrC=1C2=C(C(NC1)=O)NC(=C2C(=O)OCC)C ethyl 4-bromo-2-methyl-7-oxo-1,6-dihydropyrrolo[2,3-c]pyridine-3-carboxylate